2-((3-(3-acetyl-5-fluoro-8,9-dihydropyrido[3',2':4,5]pyrrolo[1,2-a]pyrazin-7(6H)-yl)-3-oxopropoxy)methyl)azetidin C(C)(=O)C1=CC=2C(=C3N(CCN(C3)C(CCOCC3NCC3)=O)C2N=C1)F